tert-butyl 3-([8-carbamoyl-6-[4-(trifluoromethoxy) phenyl] pyrido[3,2-d]pyrimidin-4-yl] amino)-5-fluoropiperidine-1-carboxylate C(N)(=O)C1=CC(=NC2=C1N=CN=C2NC2CN(CC(C2)F)C(=O)OC(C)(C)C)C2=CC=C(C=C2)OC(F)(F)F